1,3,4-benzene-tricarbonitrile C1(=CC(=C(C=C1)C#N)C#N)C#N